BrC1=C(C=CC=C1Cl)CO (2-bromo-3-chloro-phenyl)methanol